2-(3-(methylcarbamoyl)-5-(2-methylpyrimidin-5-yl)-1H-indazol-1-yl)acetic acid CNC(=O)C1=NN(C2=CC=C(C=C12)C=1C=NC(=NC1)C)CC(=O)O